rel-(2S*,4R)-2-aminohexane-1,4-diol N[C@H](CO)C[C@@H](CC)O |o1:1,5|